C(#N)C1=CC(=C(COC2=CC=CC(=N2)C=2CCN(CC2)CC2=NC3=C(N2CC2=CN=CN2CC)C=C(C=C3)C(=O)O)C=C1)F 2-((6-((4-cyano-2-fluorobenzyl)oxy)-3',6'-dihydro-[2,4'-bipyridyl]-1'(2'H)-yl)methyl)-1-((1-ethyl-1H-imidazol-5-yl)methyl)-1H-benzo[d]imidazole-6-carboxylic acid